tert-butyl-dimethyl-[[4-[4-(6-nitro-3-pyridyl)-3,6-dihydro-2H-pyridin-1-yl]cyclohexyl]methoxy]silane C(C)(C)(C)[Si](OCC1CCC(CC1)N1CCC(=CC1)C=1C=NC(=CC1)[N+](=O)[O-])(C)C